1-(trans-4-((4-(5-(methanesulfonyl)pyridin-3-yl)-5-(trifluoromethyl)pyrimidin-2-yl)amino)cyclohexyl)-1-(5-(2-methoxypyrimidin-5-yl)pyrazin-2-yl)-3-(2,2,2-trifluoroethyl)urea CS(=O)(=O)C=1C=C(C=NC1)C1=NC(=NC=C1C(F)(F)F)N[C@@H]1CC[C@H](CC1)N(C(=O)NCC(F)(F)F)C1=NC=C(N=C1)C=1C=NC(=NC1)OC